1-(4-(6-chloro-2-(3,3-difluoro-[1,3'-biazetidin]-1'-yl)-8-fluoro-7-(2-fluoro-6-hydroxyphenyl)quinazolin-4-yl)piperazin-1-yl)prop-2-en-1-one ClC=1C=C2C(=NC(=NC2=C(C1C1=C(C=CC=C1O)F)F)N1CC(C1)N1CC(C1)(F)F)N1CCN(CC1)C(C=C)=O